2-[4-(3-Chlorophenoxy)-3-nitrophenyl]-7-hydroxythiazolo[5,4-d]pyrimidine ClC=1C=C(OC2=C(C=C(C=C2)C=2SC=3N=CN=C(C3N2)O)[N+](=O)[O-])C=CC1